5-(3-((trans)-4-(3-bromopropyl)cyclohexyl)-4,4-dimethyl-5-oxo-2-thioxoimidazolidin-1-yl)-3-(trifluoromethyl)pyridinecarbonitrile BrCCC[C@@H]1CC[C@H](CC1)N1C(N(C(C1(C)C)=O)C=1C=C(C(=NC1)C#N)C(F)(F)F)=S